(S)-N-(1-(3-(5-azaspiro[2.5]octan-5-yl)-1,2,4-oxadiazol-5-yl)ethyl)-1-methyl-3-(trifluoromethyl)-1H-pyrazole-5-carboxamide C1CC12CN(CCC2)C2=NOC(=N2)[C@H](C)NC(=O)C2=CC(=NN2C)C(F)(F)F